C(C)C(C#N)(C(C#N)(C)CC)C 2,3-diethyl-2,3-dimethyl-succinonitrile